C(C)NC(=O)C=1C(N(C=C(C1)C(=O)N[C@H]1[C@@H](C1)C)CC1=C2C=CNC2=CC=C1)=O |r| (+/-)-N3-ethyl-1-(indol-4-ylmethyl)-N5-((trans)-2-methylcyclopropyl)-2-oxo-1,2-dihydropyridine-3,5-dicarboxamide